1-(8-chloro-3,3-dimethyl-2,3-dihydrobenzo[b][1,4]dioxin-6-yl)ethan-1-one ClC1=CC(=CC2=C1OCC(O2)(C)C)C(C)=O